FC(C(=O)O)(F)F.N1(CCCC1)S(=O)(=O)N pyrrolidine-1-sulfonamide trifluoroacetate salt